ethyl 4-[2-(3-hydroxytetrahydrofuran-3-yl)ethynyl]-2,6-dimethyl-7-oxo-1H-pyrrolo[2,3-c]pyridine-3-carboxylate OC1(COCC1)C#CC=1C2=C(C(N(C1)C)=O)NC(=C2C(=O)OCC)C